N(=[N+]=[N-])C(C(=O)OC)=CC1=C(C=C(C(=C1)Cl)F)Cl methyl 2-azido-3-(2,5-dichloro-4-fluorophenyl)prop-2-enoate